IC1=CC(=NC=C1)NC(=O)C1CC1 N-(4-iodopyridin-2-yl)cyclopropanecarboxamide